ClC1=NC(=CC(=C1)C(C=1N=CC(=NC1)C(=O)O)(F)F)N1CCN(CC1)S(=O)(=O)C1=CC=C(C=C1)N1C(C[C@H](C1)C)=O 5-[[2-chloro-6-[4-[4-[(4R)-4-methyl-2-oxo-pyrrolidin-1-yl]phenyl]sulfonylpiperazin-1-yl]-4-pyridinyl]-difluoro-methyl]pyrazine-2-carboxylic acid